COC(C1=CC(=C(C(=C1)[N+](=O)[O-])NCC)OC)=O 4-(ethylamino)-3-methoxy-5-nitro-benzoic acid methyl ester